3-(4-ethoxyphenyl)-prop-2-en-1-one C(C)OC1=CC=C(C=C1)C=CC=O